ClC1=CC(=CC=N1)C[C@H](N)C(=O)O L-β-(6-chloro-4-pyridinyl)alanine